2-(3-azabicyclo[3.1.0]hexan-3-yl)-8-bromo-3-ethyl-6-methyl-quinazolin-4-one C12CN(CC2C1)C1=NC2=C(C=C(C=C2C(N1CC)=O)C)Br